Methyl 4-(benzyloxy)-8-bromoisoquinoline-3-carboxylate C(C1=CC=CC=C1)OC1=C(N=CC2=C(C=CC=C12)Br)C(=O)OC